C[Si](CC1CO1)(CC1CO1)CC1CO1 methyltris(glycidyl)silane